trinitroethyl-tetrazine [N+](=O)([O-])C(CC=1N=NN=NC1)([N+](=O)[O-])[N+](=O)[O-]